5-amino-8-(2,6-dimethyl-4-pyridinyl)-2-[(6-hydroxypyridazin-3-yl)methyl]-7-phenyl-[1,2,4]triazolo[4,3-c]pyrimidin-3-one NC1=NC(=C(C=2N1C(N(N2)CC=2N=NC(=CC2)O)=O)C2=CC(=NC(=C2)C)C)C2=CC=CC=C2